CN(CCCOC(=O)O[C@H](C(=O)OCCCCCCCCCCCCCCCCCC)CC(=O)OCCCCCCCCCCCCCCCCCC)C Dioctadecyl (S)-2-(((3-(dimethylamino)propoxy)carbonyl)oxy)succinate